C(CCC(=O)OCCCCCCCCC=C)(=O)OCCCCCCCCC=C Di(9-decenyl) Succinate